2-chloro-N-(5-methylpyridin-2-yl)acetamide CC1=CN=C(C=C1)NC(=O)CCl